(2R,3S)-3-(1-(2,3-difluorobenzyl)-1H-pyrazol-3-yl)-2-(2,4-difluorophenyl)-1-(1H-tetrazol-1-yl)butan-2-ol FC1=C(CN2N=C(C=C2)[C@@H]([C@@](CN2N=NN=C2)(O)C2=C(C=C(C=C2)F)F)C)C=CC=C1F